N-(dimethylaminosilyl)-N-ethylethanamine CN(C)[SiH2]N(CC)CC